propan-1-ol formate salt C(=O)O.C(CC)O